FC1=CC=C(CC=2N=C(C3=C(N2)N(C=C3)CCCN3CCCC3)NC3CCN(CC3)C)C=C1 2-(4-fluorobenzyl)-N-(1-methylpiperidin-4-yl)-7-(3-(pyrrolidin-1-yl)propyl)-7H-pyrrolo[2,3-d]pyrimidin-4-amine